1-(3-(1-butoxyethoxy)prop-1-en-1-yl)-4-butylcyclohexan-1-ol C(CCC)OC(C)OCC=CC1(CCC(CC1)CCCC)O